(S)-N-((S)-3-(3,4-dihydroisoquinolin-2(1H)-yl)-2-hydroxypropyl)-3-phenylpiperidine-1-carboxamide C1N(CCC2=CC=CC=C12)C[C@H](CNC(=O)N1C[C@@H](CCC1)C1=CC=CC=C1)O